C(C)(C)N1N=NC=2C=CC=3C=NC(=NC3C21)OC 1-Isopropyl-8-methoxy-1H-[1,2,3]triazolo[4,5-H]quinazoline